N1(CCCC1)C1=NC=CC=2C3=CC=C(C=C3NC12)OC 1-(Pyrrolidin-1-yl)-7-Methoxy-9H-β-Carboline